C1(CC1)C1=CC=C(C=C1)C1=CC=C(C=C1)CCCNC=1C2=C(N=C(N1)CC)SC(=C2)C N-(3-(4'-cyclopropyl-[1,1'-biphenyl]-4-yl)propyl)-2-ethyl-6-methylthieno[2,3-d]pyrimidin-4-amine